4-(5-(trifluoromethyl)-1,2,4-oxadiazol-3-yl)benzyl alcohol FC(C1=NC(=NO1)C1=CC=C(CO)C=C1)(F)F